FC=1C=C2C\C(\C(C2=C(C1F)F)=O)=N/O (E)-5,6,7-trifluoro-2-(hydroxyimino)-2,3-dihydro-1H-inden-1-one